ClC1=C(C(=CC=C1F)F)CC(=O)O (2-chloro-3,6-difluorophenyl)acetic acid